2-(((S)-1-(1H-tetrazol-1-yl)propan-2-yl)oxy)-4-(2-((3-(2-(1-methyl-1H-pyrazol-5-yl)ethoxy)-1-((1r,4r)-4-morpholinocyclohexyl)-1H-pyrazol-4-yl)amino)pyrimidin-5-yl)benzonitrile N1(N=NN=C1)C[C@H](C)OC1=C(C#N)C=CC(=C1)C=1C=NC(=NC1)NC=1C(=NN(C1)C1CCC(CC1)N1CCOCC1)OCCC1=CC=NN1C